FC1(CN(C[C@@H]1OC1=NC=CC(=C1)C(F)(F)F)C1=CC(=NC(=N1)C)C=1C(=NC(=NC1)OC)OC)F (S)-6-(3,3-difluoro-4-((4-(trifluoromethyl)pyridin-2-yl)oxy)pyrrolidin-1-yl)-2',4'-dimethoxy-2-methyl-4,5'-bipyrimidine